(cyclopentadienyl)-bis[2,6-difluoro-3-(1-pyrrolyl)phenyl]-titanium C1(C=CC=C1)[Ti](C1=C(C(=CC=C1F)N1C=CC=C1)F)C1=C(C(=CC=C1F)N1C=CC=C1)F